3-chloro-2-(1-methyl-1H-pyrazol-4-yl)benzaldehyde ClC=1C(=C(C=O)C=CC1)C=1C=NN(C1)C